4-chloro-N-(4-(5-cyclopropyl-4-methyl-1-((2-(trimethylsilyl)ethoxy)methyl)-1H-pyrazol-3-yl)phenyl)-3-((1,1-dioxidothiomorpholino)methyl)benzamide ClC1=C(C=C(C(=O)NC2=CC=C(C=C2)C2=NN(C(=C2C)C2CC2)COCC[Si](C)(C)C)C=C1)CN1CCS(CC1)(=O)=O